3-((quinoxaline-2-carboxamido)methyl)-4,5-dihydroisoxazole N1=C(C=NC2=CC=CC=C12)C(=O)NCC1=NOCC1